FC(CN1N=CC(=C1)C1=CC(=C2C(=NC=NC2=C1)NC=1C(=C2C=CC=NC2=CC1)F)OC1CCN(CC1)C)F 7-(1-(2,2-difluoroethyl)-1H-pyrazol-4-yl)-N-(5-fluoroquinolin-6-yl)-5-((1-methylpiperidin-4-yl)oxy)quinazolin-4-amine